3-(4-chlorophenyl)-2-ethyl-7-fluoro-6-iodoquinazolin-4(3H)-one ClC1=CC=C(C=C1)N1C(=NC2=CC(=C(C=C2C1=O)I)F)CC